NCC1=CC(=NC=C1)N(CC(F)(F)F)C 4-(Aminomethyl)-N-methyl-N-(2,2,2-trifluoroethyl)pyridin-2-amine